C[C@]12CC3(CC(C[C@@](C1)(C3)C)C2)NC(NC2=C(C=C(C(=O)NC3CCC(CC3)C(NCCO)=O)C=C2)F)=O 4-(3-((1r,3r,5S,7r)-3,5-dimethyladamantan-1-yl)ureido)-3-fluoro-N-((1r,4r)-4-((2-hydroxyethyl)carbamoyl)cyclohexyl)benzamide